8-((4-(9H-fluoren-2-yl)pyridin-2-yl)methyl)-8-azaspiro[4.5]decane C1=C(C=CC=2C3=CC=CC=C3CC12)C1=CC(=NC=C1)CN1CCC2(CCCC2)CC1